tert-butyl 4-(2-(2,6-dioxopiperidin-3-yl)-1-oxoisoindolin-5-yl)-2,2-dimethyl-3,6-dihydropyridine-1(2H)-carboxylate O=C1NC(CCC1N1C(C2=CC=C(C=C2C1)C=1CC(N(CC1)C(=O)OC(C)(C)C)(C)C)=O)=O